ClC1=CC(=C(C=C1)C1=NC(=CC(=C1)C1=CC=C(C=C1)NC1=C(C=C(C=C1C)C)C)C1=C(C=C(C=C1)Cl)CC)CC 2,6-bis(4-chloro-2-ethylphenyl)-4-(4-(2,4,6-trimethylphenyl)aminophenyl)pyridine